BrC(C(=O)N1C=CC2=CC=C(C=C12)OC(F)(F)F)C1=C(C=C(C=C1)F)OC 2-bromo-2-(4-fluoro-2-methoxyphenyl)-1-(6-(trifluoromethoxy)indol-1-yl)ethanone